tert-butyl [(2R,3S,4S,5S)-2,3,4-tribenzyloxy-5-(benzyloxymethyl)-5-hydroxy-6-oxo-hexanoyl]piperazine-1-carboxylate C(C1=CC=CC=C1)O[C@@H](C(=O)C1N(CCNC1)C(=O)OC(C)(C)C)[C@H]([C@@H]([C@@](C=O)(O)COCC1=CC=CC=C1)OCC1=CC=CC=C1)OCC1=CC=CC=C1